3-methyl-N-[(3-methyl-2-pyridyl)methyl]butan-2-amine CC(C(C)NCC1=NC=CC=C1C)C